(S,E)-3-(6-bromopyridin-2-yl)-2-cyano-N-(1-phenylbutyl)acrylamide BrC1=CC=CC(=N1)/C=C(/C(=O)N[C@@H](CCC)C1=CC=CC=C1)\C#N